(5'S,7a'R)-1-(6-chloropyrimidin-4-yl)-5'-(2-fluorophenyl)tetrahydro-3'H-spiro[piperidine-4,2'-pyrrolo[2,1-b]oxazol]-3'-one ClC1=CC(=NC=N1)N1CCC2(C(N3[C@H](O2)CC[C@H]3C3=C(C=CC=C3)F)=O)CC1